C(#N)C=1C=CC=C2NC[C@@H](NC12)[C@@H](C1=CC=CC=C1)NCCC=1C=C(C=CC1)[C@@H](C(=O)O)COC |o1:28| (R or S)-2-(3-(2-(((R)-((R)-8-cyano-1,2,3,4-tetrahydroquinoxalin-2-yl)(phenyl)methyl)amino)ethyl)phenyl)-3-methoxypropanoic acid